[6-(1-ethoxyethenyl)pyrazolo[1,5-a]pyridin-3-yl]-4-[5-(5-fluoro-2-methoxypyridin-4-yl)-1H-pyrazole-3-carbonyl]-4-azaspiro[2.5]octane-7-carboxamide C(C)OC(=C)C=1C=CC=2N(C1)N=CC2C2CC21N(CCC(C1)C(=O)N)C(=O)C1=NNC(=C1)C1=CC(=NC=C1F)OC